The molecule is a member of the class of pyranoxanthones that is 3,4-dihydro-2H,12H-pyrano[2,3-a]xanthen-12-one substituted by hydroxy groups at positions 3, 5 and 10, geminal methyl groups at position 2 and a (2E)-3,7-dimethylocta-2,6-dien-1-yl group at position 6. It has been isolated from the stems of Cratoxylum cochinchinense. It has a role as a metabolite and a plant metabolite. It is a member of pyranoxanthones, a member of phenols and a secondary alcohol. CC(=CCC/C(=C/CC1=C2C(=C3C(=C1O)C[C@@H](C(O3)(C)C)O)C(=O)C4=C(O2)C=CC(=C4)O)/C)C